O1CCC(CC1)C(=O)N1CC2=CC=CC=C2CC1 2-(tetrahydropyran-4-carbonyl)-1,2,3,4-tetrahydroisoquinoline